6-(2-chlorophenyl)-2-(2-hydroxy-4,6-dimethylphenyl)-2,5-dihydro-4H-pyrazolo[3,4-d]pyrimidin-4-one ClC1=C(C=CC=C1)C=1NC(C=2C(N1)=NN(C2)C2=C(C=C(C=C2C)C)O)=O